O[C@@H]1[C@H](CCCC1)NC(C1=CC=C(C=C1)C)=O N-[(1S,2S)-2-hydroxycyclohexyl]-4-methylbenzamide